C(CCCCCCCCCCCCCCCCCCCCCCCCC)C(O)C(O)CO hexacosyl-racemic-glycerol